CN(C(CCCC)CCCCCCC\C=C/C\C=C/CCCCC)C (13Z,16Z)-N,N-dimethyldocosan-13,16-dien-5-amine